3-(5-hydroxypyridin-2-yl)-1-methylimidazole-2,4-dione OC=1C=CC(=NC1)N1C(N(CC1=O)C)=O